N1C=NC(=C1)CCN1C(CCCC1=O)=O 1-[2-(1H-imidazol-4-yl)ethyl]piperidine-2,6-dione